2-bromo-3,3-difluoroallylphenyl sulfide BrC(CC1=C(C=CC=C1)SC1=C(C=CC=C1)CC(=C(F)F)Br)=C(F)F